1-(1-(4-bromo-1H-imidazol-1-yl)ethyl)-4-chloropyridin-2(1H)-one BrC=1N=CN(C1)C(C)N1C(C=C(C=C1)Cl)=O